Tert-butyl 2-[(3-aminocyclobutanecarbonyl) amino]-4-methyl-thiazole-5-carboxylate NC1CC(C1)C(=O)NC=1SC(=C(N1)C)C(=O)OC(C)(C)C